COC=1C=C(C=C(C1OC)OC)C(=C)C1=CC=2NC3=CC=CC=C3SC2C=C1 2-(1-(3,4,5-trimethoxyphenyl)vinyl)-10H-phenothiazine